C(#N)C1=CC=C(C=C1)C(C)N1N=C(C2=C1N=C(NC2=O)C2C(CC2)C2=NC=CC=N2)C#N 1-[1-(4-cyanophenyl)ethyl]-4-oxo-6-(2-pyrimidin-2-ylcyclobutyl)-4,5-dihydro-1H-pyrazolo[3,4-d]pyrimidine-3-carbonitrile